C1(=CC=CC=2C3=CC=CC=C3C=CC12)C1=C(C=2C=CC3=CC=CC=C3C2C=C1)C1=C(C2=CC=CC=C2C=C1)C1=CC=CC2=CC=CC=C12 (Phenanthrenyl-(phenanthrenyl))binaphthalene